1-[3-(4-bromophenyl)oxetan-3-yl]-4-chloro-indazole-7-carboxylic acid BrC1=CC=C(C=C1)C1(COC1)N1N=CC2=C(C=CC(=C12)C(=O)O)Cl